10-(4-chlorophenyl)-2,3,4,10-tetrahydro-1H-benzo[b]cyclopenta[e][1,4]oxazepine ClC1=CC=C(C=C1)C1C2=C(NC3=C(O1)C=CC=C3)CCC2